C(C1=CC=CC=C1)(C1=CC=CC=C1)N1CCN(CC1)CC1=CC=C2CN(C(C2=C1)=O)C1C(NC(CC1)=O)=O 3-(6-((4-benzhydryl-piperazin-1-yl)methyl)-1-oxoisoindolin-2-yl)piperidine-2,6-dione